BrC1=CC(=C(C(=N1)Cl)N)Cl 6-bromo-2,4-dichloropyridin-3-amine